1-(4-chlorobenzyl)-3-((2r,4s)-6-(2-methylisonicotinyl)-6-azaspiro[3.4]octan-2-yl)urea ClC1=CC=C(CNC(=O)NC2CC3(C2)CN(CC3)CC3=CC(=NC=C3)C)C=C1